CN1C(CNCC1)[Si](C)(C)C 1-methylpiperazinyltrimethyl-silane